O=C1CN(CCN1)C1=CC=C(C=C1)NC1=NC2=CC=CC=C2C=N1 2-((4-(3-oxopiperazin-1-yl)phenyl)amino)quinazolin